10-((4-((4-fluorophenyl)thio)phenyl)amino)-2,3-dihydro-4H-[1,4]oxazino[2,3-f]quinazolin FC1=CC=C(C=C1)SC1=CC=C(C=C1)NC1=NC=NC2=CC=C3C(=C12)OCCN3